FC=1C(=C(OC2=NC=C(C(=C2N2C=CC(C=3C(=NC=CC23)C(=O)O)=O)C)C(F)(F)F)C=CC1F)C [2-(3,4-difluoro-2-methyl-phenoxy)-4-methyl-5-(trifluoromethyl)-3-pyridinyl]-4-oxo-1H-1,6-naphthyridine-5-carboxylic acid